7-fluoro-2-methyl-5-[2H-thieno[3,2-c]pyrazol-5-yl]indazole FC1=CC(=CC2=CN(N=C12)C)C1=CC2=NNC=C2S1